12H-benzofuro[3,2-a]carbazole C1=CC=CC2=C1C=1C(=CC=C3C4=CC=CC=C4NC13)O2